1-(2-pyridinyl)-N-(2-bromoethyl)-2-naphthylamine N1=C(C=CC=C1)C1=C(C=CC2=CC=CC=C12)NCCBr